FC(C=1C(=C(C=CC1)[C@@H](C)NC=1C2=C(N=C(N1)C)C=NC(=C2)N2C[C@@H](CC2)NC(OC)=O)F)F methyl {(3R)-1-[4-({(1R)-1-[3-(difluoromethyl)-2-fluorophenyl]ethyl}amino)-2-methylpyrido[3,4-d]pyrimidin-6-yl]pyrrolidin-3-yl}carbamate